ClC1=CC=CC(=N1)C(=O)N1[C@@H]([C@@H](C(C1)(F)F)O)C1CCCC1 (6-chloropyridin-2-yl)((2r,3s)-2-cyclopentyl-4,4-difluoro-3-hydroxypyrrolidin-1-yl)methanone